2-(6-hydroxymethyl-2,2-dimethyl-[1,3]-dioxane-4-yl)-N-(1-phenyl-ethyl)-acetamide OCC1CC(OC(O1)(C)C)CC(=O)NC(C)C1=CC=CC=C1